1-butyryl-2-oleoyl-3-oleoyl-glycerol tert-butyl-(1-(4-cyano-3-(trifluoromethyl)phenyl)piperidin-4-yl)carbamate C(C)(C)(C)N(C(O)=O)C1CCN(CC1)C1=CC(=C(C=C1)C#N)C(F)(F)F.C(CCC)(=O)OCC(OC(CCCCCCC\C=C/CCCCCCCC)=O)COC(CCCCCCC\C=C/CCCCCCCC)=O